1-mesityl-1,4,5,6-tetrahydropyrimidine C1(=C(C(=CC(=C1)C)C)N1C=NCCC1)C